OC1=C(C(NCC(=O)O)=O)C=CC=C1 2-Hydroxyhippuric Acid